4-methyl-2-oxo-2H-chromen-7-yl (R)-(2-(4-amino-2-octanamido-4-oxobutanamido)ethyl)(methyl)carbamate NC(C[C@H](C(=O)NCCN(C(OC1=CC=C2C(=CC(OC2=C1)=O)C)=O)C)NC(CCCCCCC)=O)=O